C2-(4-(chloromethyl)-3-fluorophenyl)-1-methyl-4-(trifluoromethyl)-1H-imidazole ClCC1=C(C=C(C=C1)C=1N(C=C(N1)C(F)(F)F)C)F